C(C)(C)(C)OC(=O)N1CCC2(CN(C2)C2=NC=NC=C2OC2=C(C(=O)O)C=C(C=C2)F)CC1 2-((4-(7-(tert-butoxycarbonyl)-2,7-diazaspiro[3.5]nonan-2-yl)pyrimidin-5-yl)oxy)-5-fluorobenzoic acid